N1C=NC(=C1)C1COC1 3-(1H-imidazol-4-yl)oxetan